CC=1N=CN(C1)C12CC(C1)(C2)N 3-(4-methylimidazol-1-yl)bicyclo[1.1.1]Pentane-1-amine